1-(4-(2-(4-bromophenyl)-propan-2-yl)thiazol-2-yl)-3-((2-(3-oxopiperazin-1-yl)pyrimidin-5-yl)meth-yl)urea BrC1=CC=C(C=C1)C(C)(C)C=1N=C(SC1)NC(=O)NCC=1C=NC(=NC1)N1CC(NCC1)=O